NC1=NN2C(C=C(C=C2)C=2C=CC(=C(C2)NC(=O)N2OCC3(CC3)[C@H]2C2=CC=CC=C2)C)=C1 (R)-N-(5-(2-aminopyrazolo[1,5-a]pyridin-5-yl)-2-methylphenyl)-7-phenyl-5-oxa-6-azaspiro[2.4]heptane-6-carboxamide